FC=1C(=CC=2C3=C(NC(C2C1)=O)COC[C@@H]3N(C(C3=CC=C(C=C3)C(C)(C)O)=O)C)F (R)-N-(8,9-difluoro-6-oxo-1,4,5,6-tetrahydro-2H-pyrano[3,4-c]isoquinolin-1-yl)-4-(2-hydroxypropan-2-yl)-N-methylbenzamide